2-[3-[(1R)-1-[[6-(1,1-dioxo-3,6-dihydro-2H-thiopyran-4-yl)-8-methyl-7-oxo-pyrido[2,3-d]pyrimidin-4-yl]amino]ethyl]-2-fluoro-phenyl]-2,2-difluoro-acetamide O=S1(CCC(=CC1)C1=CC2=C(N=CN=C2N[C@H](C)C=2C(=C(C=CC2)C(C(=O)N)(F)F)F)N(C1=O)C)=O